ClC=1C=C(C(=O)N2CC=3C(=NN4C3C(N(C[C@H]4C(=O)NC)[C@H](C)C4=CC=C(C=C4)C(C)(C)O)=O)C[C@H]2C)C=CC1Cl |o1:21| (3R,7S)-2-(3,4-Dichlorobenzoyl)-9-((R*)-1-(4-(2-hydroxypropan-2-yl)phenyl)ethyl)-N,3-dimethyl-10-oxo-1,2,3,4,7,8,9,10-octahydropyrido[4',3':3,4]pyrazolo[1,5-a]pyrazine-7-carboxamide